C(C=C)(=O)N1[C@@H](CCC1)C=1N(C(=C(N1)C1=CC=C(C=C1)C(NC1=NC=CC=C1)=O)C(=O)N)N (S)-2-(1-acryloyl-pyrrolidin-2-yl)-1-amino-4-(4-(pyridin-2-ylcarbamoyl)phenyl)-1H-imidazole-5-carboxamide